ClC1=C(C(=[N+](C=C1)[O-])C)C1=CC=C(C=C1)NC([C@@H](NC(=O)C=1C(=NOC1)C)C1CCC(CC1)(F)F)=O (S)-4-chloro-3-(4-(2-(4,4-difluorocyclohexyl)-2-(3-methylisoxazole-4-carboxamido)acetamido)phenyl)-2-methylpyridine 1-oxide